C(C)OC1=C(C(=O)Cl)C=CC=C1 2-ethoxybenzoyl chloride